(5-Methylfuro[2,3-b]pyridin-2-yl)methanol CC=1C=C2C(=NC1)OC(=C2)CO